2-(5-(3-(aminomethyl)phenyl)-1-isopropyl-1H-indazole-3-carboxamido)benzoic acid NCC=1C=C(C=CC1)C=1C=C2C(=NN(C2=CC1)C(C)C)C(=O)NC1=C(C(=O)O)C=CC=C1